tert-butyl-5-[(1S,3R)-3-(hydroxymethyl)cyclohexoxy]-2-[(4-methoxyphenyl)methyl]-4-(trifluoromethyl)pyridazin-3-one C(C)(C)(C)C=1C(=C(C(N(N1)CC1=CC=C(C=C1)OC)=O)C(F)(F)F)O[C@@H]1C[C@@H](CCC1)CO